(E)-3-(4-methoxy-1-(pyridin-2-ylmethyl)-1H-indol-3-yl)-2-cyanoacrylate COC1=C2C(=CN(C2=CC=C1)CC1=NC=CC=C1)/C=C(/C(=O)[O-])\C#N